1-(5-Bromo-1-oxoisoindolin-2-yl)dihydropyrimidine-2,4(1H,3H)-dione BrC=1C=C2CN(C(C2=CC1)=O)N1C(NC(CC1)=O)=O